ClC=1C=C(C#N)C=C(C1)OC1=C(N=CN(C1=O)CC1=NNC(C(=C1)C1=C(C=C(C=C1)F)F)=O)C(F)(F)F 3-chloro-5-((1-((5-(2,4-difluorophenyl)-6-oxo-1,6-dihydropyridazin-3-yl)methyl)-6-oxo-4-(trifluoromethyl)-1,6-dihydropyrimidin-5-yl)oxy)benzonitrile